bis(triphenylphosphine-ylidene)ammonium chloride [Cl-].C1(=CC=CC=C1)P(C1=CC=CC=C1)(C1=CC=CC=C1)=[N+]=P(C1=CC=CC=C1)(C1=CC=CC=C1)C1=CC=CC=C1